C1(CC1)C=1NC2=CC=C(C=C2C1C=O)OC 2-CYCLOPROPYL-5-METHOXY-1H-INDOLE-3-CARBOXALDEHYDE